C(C1=CC=CC=C1)N(C(=S)SSCCSSC(N(CC1=CC=CC=C1)CC1=CC=CC=C1)=S)CC1=CC=CC=C1 1,2-bis(N,N'-dibenzylthiocarbamoyl-dithio)ethane